[Li].CS(=O)(=O)NC1=CC=C(C=C1)C1=CC=C(NS(=O)(=O)C)C=C1 N,N'-dimethyl-sulfonyl-benzidine lithium